silicate titanium [Ti+4].[Si]([O-])([O-])([O-])[O-]